BrC1=CC=C(C=C1)C1=C(C(=C(C(=C1[2H])[2H])[2H])[2H])[2H] 4-bromo-1,1'-biphenyl-2',3',4',5',6'-d5